3,4-dimethoxybenzoyl cyanide COC=1C=C(C(=O)C#N)C=CC1OC